CN1CCNCC=C1C1=CC=NN1C 1-methyl-7-(1-methyl-1H-pyrazol-5-yl)-3,4-dihydro-[1,4]diazepine